4-(4-(2,2,2-trifluoroethyl)piperazin-1-yl)-1H-benzo[d]Imidazole FC(CN1CCN(CC1)C1=CC=CC=2NC=NC21)(F)F